COC1=NC=CC(=C1OC)CO (2,3-Dimethoxypyridin-4-yl)methanol